NC1=CC(=NC(=N1)C(C)(F)F)N1C=CC=2C=NC(=CC21)NC(C)=O N-(1-(6-amino-2-(1,1-difluoroethyl)pyrimidin-4-yl)-1H-pyrrolo[3,2-c]pyridin-6-yl)acetamide